methyl ((1R,3R)-3-(3-methyl-2-oxo-6-((6-(piperidine-1-carbonyl)pyridin-2-yl)amino)-2,3-dihydro-1H-imidazo[4,5-c]pyridin-1-yl)cyclopentyl)carbamate CN1C(N(C2=C1C=NC(=C2)NC2=NC(=CC=C2)C(=O)N2CCCCC2)[C@H]2C[C@@H](CC2)NC(OC)=O)=O